NC=1C=C(\C=N\NC(=O)C=2C(=NC(=NC2)C2=NC=CC=C2)O)C=CC1 (E)-N'-(3-aminobenzylidene)-4-hydroxy-2-(pyridin-2-yl)pyrimidine-5-carbohydrazide